Tert-butyl 3-(8-{4-fluoro-2-[methyl(isopropyl)carbamoyl]phenyl}-3-methylimidazo[1,5-a]pyridin-6-yl)azetidine-1-carboxylate FC1=CC(=C(C=C1)C=1C=2N(C=C(C1)C1CN(C1)C(=O)OC(C)(C)C)C(=NC2)C)C(N(C(C)C)C)=O